FC1=C2C3=C4C=NNC4=CC(=C3CCCCOC[C@@H]3CCCN(C4=NC(=NC1=C4C=N2)SC)C3)C (17R)-30-Fluoro-24-(methylthio)-9-methyl-15-oxa-5,6,21,23,25,29-hexaazahexacyclo[24.3.1.1~17,21~.0~2,10~.0~3,7~.0~22,27~]hentriaconta-1(30),2,4,7,9,22,24,26,28-nonaene